CC(CCCCCCCCCCCCCCC)N methyl-hexadecanamine